FC=1C=C(C=CC1)C(C)(C)NC(=O)C=1OC=C(N1)C1=NC(=NC=C1C)NC1=CC=NN1C N-(2-(3-fluorophenyl)propan-2-yl)-4-(5-methyl-2-((1-methyl-1H-pyrazol-5-yl)amino)pyrimidin-4-yl)oxazole-2-carboxamide